ethyl 4-(2-methyl-1,3,3a,4,6,6a-hexahydropyrrolo[3,4-c]pyrrol-5-yl)-8-oxo-11-thia-1,3,6-triazatetracyclo[8.7.0.02,7.012,17]heptadeca-2,4,6,9,12(17),13,15-heptaene-9-carboxylate CN1CC2CN(CC2C1)C=1N=C2N3C=4C=CC=CC4SC3=C(C(C2=NC1)=O)C(=O)OCC